monochlorodisilane Cl[SiH2][SiH3]